FC(COC=1C=C(C=C2C(=NC=NC12)NCC=1N=NC(=CC1)C)C1=CC=C(C=C1)F)F 8-(2,2-difluoroethoxy)-6-(4-fluorophenyl)-N-((6-methylpyridazin-3-yl)methyl)quinazolin-4-amine